2-(2-bromo-1H-imidazol-1-yl)ethan-1-amine BrC=1N(C=CN1)CCN